Cl.C12(CCC(C1)C2)N Bicyclo[2.1.1]Hexane-1-amine hydrochloride